FC=1C(=C(C=CC1F)NC(C(F)(F)F)=O)C=O N-(3,4-difluoro-2-formylphenyl)-2,2,2-trifluoroacetamide